N,N-dimethyl-4-(3-(5-methyl-1,3,4-thiadiazol-2-yl)-5-(N-(1-methylcyclopropyl)sulfamoyl)pyrazolo[1,5-a]pyridin-7-yl)piperazine-1-carboxamide CN(C(=O)N1CCN(CC1)C1=CC(=CC=2N1N=CC2C=2SC(=NN2)C)S(NC2(CC2)C)(=O)=O)C